N'-hydroxy-4-(7-Methoxy-1-methyl-β-carbolin-9-yl)butanimidamide ON=C(CCCN1C2=CC(=CC=C2C=2C=CN=C(C12)C)OC)N